2-methyl-1-(4-methylsulfanylphenyl)-2-morpholinyl-1-propanone CC(C(=O)C1=CC=C(C=C1)SC)(C)N1CCOCC1